(R)-6-chloro-3-((1-(3,6-dimethyl-2-(4-(6-methylpyrazin-2-yl)piperazin-1-yl)-4-oxo-3,4-dihydroquinazolin-8-yl)ethyl)amino)-N-(methylsulfonyl)picolinamide ClC1=CC=C(C(=N1)C(=O)NS(=O)(=O)C)N[C@H](C)C=1C=C(C=C2C(N(C(=NC12)N1CCN(CC1)C1=NC(=CN=C1)C)C)=O)C